NC1=CC(=C(C=N1)C1CCN(CC1)C(=O)C1=NC=C(C(=C1)OC)OCC(C)(C)C)OC (6-Amino-4-methoxy-3',4',5',6'-tetrahydro-2'H-[3,4']bipyridinyl-1'-yl)-[5-(2,2-dimethyl-propoxy)-4-methoxy-pyridin-2-yl]-methanone